N-benzyl-Pyridinium C(C1=CC=CC=C1)[N+]1=CC=CC=C1